2-(2-(benzo[d][1,3]dioxol-5-yl)butyryl)-5-carbamoyl-4-methylthiophene-3-carboxylic acid methyl ester COC(=O)C1=C(SC(=C1C)C(N)=O)C(C(CC)C1=CC2=C(OCO2)C=C1)=O